N-Boc-4-nitrophenylethylamine C(=O)(OC(C)(C)C)NCCC1=CC=C(C=C1)[N+](=O)[O-]